1-(2-carboxyethyl)-3-methylimidazolium chloride [Cl-].C(=O)(O)CCN1C=[N+](C=C1)C